6-Chloro-3-((1-(4-(difluoromethyl)phenyl)-4-methyl-1H-1,2,3-triazol-5-yl)methoxy)-4-methylpyridazine ClC1=CC(=C(N=N1)OCC1=C(N=NN1C1=CC=C(C=C1)C(F)F)C)C